C(=O)C1=C(OC=C1)C(=O)O formylfuran-2-carboxylic acid